N-(1-(tert-butyl)-1H-pyrazol-4-yl)-2-(2-fluoro-4-((6-(N-methylethylsulfonimidoyl)quinolin-4-yl)oxy)phenyl)acetamide C(C)(C)(C)N1N=CC(=C1)NC(CC1=C(C=C(C=C1)OC1=CC=NC2=CC=C(C=C12)S(=O)(=NC)CC)F)=O